6-(bis(4-fluorophenyl)methyl)-11-hydroxy-5H-imidazo[2',1':3,4]pyrazino[1,2-b]pyridazin-10(6H)-one FC1=CC=C(C=C1)C(C1CN2C(C=3N1N=CC(C3O)=O)=NC=C2)C2=CC=C(C=C2)F